2-((2,3-dihydro-1H-inden-2-yl)amino)-5-(5-(2-oxo-2-(1,4,6,7-tetrahydro-5H-[1,2,3]triazolo[4,5-c]pyridin-5-yl)ethyl)-1,3,4-oxadiazol-2-yl)nicotinonitrile C1C(CC2=CC=CC=C12)NC1=C(C#N)C=C(C=N1)C=1OC(=NN1)CC(N1CC2=C(CC1)NN=N2)=O